(3R,4R)-4-methyl-1-[8-(trifluoromethyl)quinolin-5-yl]pyrrolidin-3-amine C[C@H]1[C@H](CN(C1)C1=C2C=CC=NC2=C(C=C1)C(F)(F)F)N